1-(2,6-dichlorophenyl)-4-((6-(5,7-dimethyl-[1,2,4]triazolo[4,3-c]pyrimidin-3-yl)pyridin-3-yl)amino)-1H-pyrazole-3-carboxamide ClC1=C(C(=CC=C1)Cl)N1N=C(C(=C1)NC=1C=NC(=CC1)C1=NN=C2N1C(=NC(=C2)C)C)C(=O)N